(tridecyl) 4,4'-propylidenediphenyl phosphite P1(OCCCCCCCCCCCCC)OC2=CC=C(C=C2)C(CC)C2=CC=C(C=C2)O1